(Z)-2-hydroxyethyl oleate C(CCCCCCC\C=C/CCCCCCCC)(=O)OCCO